OC[C@H](C1=CC=CC=C1)NC1=CC(=NC=C1C=1OC=NN1)NC1=CC=C2C(N3C(C2=C1)CC1C(CC3)C1)=O 8-((4-(((S)-2-hydroxy-1-phenylethyl)amino)-5-(1,3,4-oxadiazol-2-yl)pyridin-2-yl)amino)-1a,2,3,9b,10,10a-hexahydrocyclopropa[4,5]azepino[2,1-a]isoindol-5(1H)-one